C(C)CC(O)(O)O.COC1=C(C=CC=C1)C(O)(C=1NC2=CC=CC=C2C1C1=CC=CC=C1)C1=CC=C(C=C1)OC (2-methoxyphenyl)(4-methoxyphenyl)(3-phenyl-1H-indol-2-yl)methanol Ethyl-orthoacetate